2-(5-chloro-4-nitro-pyrazol-1-yl)pyrazine ClC1=C(C=NN1C1=NC=CN=C1)[N+](=O)[O-]